ClC=1C(=NNC1)C1=NC(=NC=C1C(F)(F)F)N[C@@H]1CC[C@H](CC1)N(C(=O)NCC(F)(F)F)C1=NC=C(N=C1)C=1C=NN(C1)C(C)C 1-(trans-4-((4-(4-chloro-1H-pyrazol-3-yl)-5-(trifluoromethyl)pyrimidin-2-yl)amino)cyclohexyl)-1-(5-(1-(propan-2-yl)-1H-pyrazol-4-yl)pyrazin-2-yl)-3-(2,2,2-trifluoroethyl)urea